2-chloro-6-[3-(dicyclohexylmethoxy)pyrazol-1-yl]pyridine-3-carboxylic acid ClC1=NC(=CC=C1C(=O)O)N1N=C(C=C1)OC(C1CCCCC1)C1CCCCC1